COC=1C=CC(=NC1)C(=O)NC1=NC(=CC=C1)C=1N2C(=NN1)CC[C@@H]2C (S)-5-methoxy-N-(6-(5-methyl-6,7-dihydro-5H-pyrrolo[2,1-c][1,2,4]triazol-3-yl)pyridin-2-yl)picolinamide